3-[4-fluoro-1-oxo-5-[4-[[4-(4-piperidylmethyl)piperazin-1-yl]methyl]-1-piperidyl]isoindolin-2-yl]piperidine-2,6-dione FC1=C2CN(C(C2=CC=C1N1CCC(CC1)CN1CCN(CC1)CC1CCNCC1)=O)C1C(NC(CC1)=O)=O